5-bromo-2-chloro-N-(6-isobutylpyridin-2-yl)pyrimidin-4-amine BrC=1C(=NC(=NC1)Cl)NC1=NC(=CC=C1)CC(C)C